1-methyl-1'-(3,4-dimethylphenyl)-4,4'-bipyridinium C[N+]1=CC=C(C=C1)C1=CC=[N+](C=C1)C1=CC(=C(C=C1)C)C